4-((4-aminophenyl)thio)-2-isobutylaniline NC1=CC=C(C=C1)SC1=CC(=C(N)C=C1)CC(C)C